N-(1-methylpiperidin-3-yl)-6-(4,4,5,5-tetramethyl-1,3,2-dioxaborolan-2-yl)quinazolin-2-amine CN1CC(CCC1)NC1=NC2=CC=C(C=C2C=N1)B1OC(C(O1)(C)C)(C)C